CC1(CC(C(N1S(=O)(=O)C1=CC=C(C)C=C1)C(=O)[O-])C(=C)C)C 5,5-dimethyl-3-(prop-1-en-2-yl)-1-tosylpyrrolidine-2-carboxylate